C(CCCCCCCCCCCCCCC)(=O)OCCCCCCCCCCCCCCCCCCCC eicosyl n-hexadecanoate